N1C(=NC2=C1C=CC=C2)C(=O)N2C[Si](C[C@H]2C(=O)N[C@@H](C[C@H]2C(NCC2)=O)C#N)(C)C (R)-1-(1H-benzo[d]imidazole-2-carbonyl)-N-((S)-1-cyano-2-((S)-2-oxopyrrolidin-3-yl)ethyl)-3,3-dimethyl-1,3-azasilolidine-5-carboxamide